FC1=C(C=CC(=C1)F)CC(=O)NN 2-(2,4-difluorophenyl)acethydrazide